1-methyl-4-(methanesulfonyl)-3-(1,1,2,2,2-pentafluoroethyl)-1H-pyrazole-3-carboxamide CN1NC(C(=C1)S(=O)(=O)C)(C(=O)N)C(C(F)(F)F)(F)F